2,2'-((2-((2-(3-(2-aminoethyl)-2-oxoimidazolidin-1-yl)ethyl)amino)ethyl)azanediyl)diacetonitrile NCCN1C(N(CC1)CCNCCN(CC#N)CC#N)=O